C(C)(C)N1CCN(CC1)C=1C(NC=C2C1N=C(N=C2)C)=O 8-(4-isopropylpiperazin-1-yl)-2-methylpyrido[4,3-d]pyrimidin-7(6H)-one